tert-butyl 4-((4-((3-chlorobenzyl)amino)-7-methoxyquinazolin-6-yl)oxy)piperidine-1-carboxylate ClC=1C=C(CNC2=NC=NC3=CC(=C(C=C23)OC2CCN(CC2)C(=O)OC(C)(C)C)OC)C=CC1